3-chloro-N-(1-ethyl-2-oxo-1,2-dihydrobenzo[cd]indol-6-yl)-2-fluorobenzenesulfonamide ClC=1C(=C(C=CC1)S(=O)(=O)NC=1C=2C3=C(C(N(C3=CC1)CC)=O)C=CC2)F